C(C1=CC=CC=C1)SSSCC1=CC=CC=C1 Benzyl trisulfide